ClC=1C(=NC(=NC1)NC1=C(C=C(C=C1)N1CCC(CC1)N1CCN(CC1)CCCCCCCC1=C2CN(C(C2=CC=C1)=C=O)C1CNCCC1)OC)NC1=C(C=CC=C1)P(=O)(C)C 3-(4-(7-(4-(1-(4-((5-chloro-4-((2-(dimethylphosphoryl)phenyl)amino)pyrimidin-2-yl)amino)-3-methoxyphenyl)piperidin-4-yl)piperazin-1-yl)heptyl)-1-carbonylisoindolin-2-yl)piperidine